FC(C1=CC=CC(=N1)C(=O)NC1=CC=2N(C=C1C(=O)OCC)N=C(C2)C2CCOCC2)F ethyl 5-[[6-(difluoromethyl) pyridine-2-carbonyl]amino]-2-tetrahydropyran-4-yl-pyrazolo[1,5-a]pyridine-6-carboxylate